[OH-].[OH-].[OH-].C(CCCCCC)[Zr+3] mono-n-heptylzirconium trihydroxide